N(=[N+]=[N-])[C@H]1[C@H](N(CC1)C(=O)OC(C)(C)C)CF tert-butyl (2S,3R)-3-azido-2-(fluoromethyl)pyrrolidine-1-carboxylate